6-O-β-D-Ribofuranosyl-D-glucose [C@@H]1([C@H](O)[C@H](O)[C@H](O1)CO)OC[C@H]([C@H]([C@@H]([C@H](C=O)O)O)O)O